3-(pyridine-2-yl)-2H-chromen-2-onate N1=C(C=CC=C1)C1(C(OC2=CC=CC=C2C1)=O)C(=O)[O-]